4-(((5-bromo-2,3-dihydrobenzofuran-7-yl)oxy)methyl)piperidine-1-carboxylic acid tert-butyl ester C(C)(C)(C)OC(=O)N1CCC(CC1)COC1=CC(=CC=2CCOC21)Br